2,2,4-trimethyl-adipamide CC(C(=O)N)(CC(CC(=O)N)C)C